O1CCCC1.O1CCCC1.[Ca] calcium bis(tetrahydrofuran)